CN(C1CCN(CC1)CC1=CC(=C(C(=C1)O)N1CC(NS1(=O)=O)=O)F)C 5-(4-((4-(dimethylamino)piperidin-1-yl)methyl)-2-fluoro-6-hydroxyphenyl)-1,2,5-thiadiazolidin-3-one 1,1-dioxide